6-(3-Fluoro-5-isobutoxyphenyl)-N-pyrrolidin-3-ylsulfonyl-2-[(4S)-2,2,4-trimethylpyrrolidin-1-yl]pyridin-3-carboxamid FC=1C=C(C=C(C1)OCC(C)C)C1=CC=C(C(=N1)N1C(C[C@@H](C1)C)(C)C)C(=O)NS(=O)(=O)C1CNCC1